tert-Butyl 4-((N-(2-(methoxycarbonyl)-5-methylthiophen-3-yl)acetamido)methyl)piperidine-1-carboxylate COC(=O)C=1SC(=CC1N(C(C)=O)CC1CCN(CC1)C(=O)OC(C)(C)C)C